tert-butyl (6-chloro-3-isopropylimidazo[1,2-b]pyridazin-8-yl)(3-(trifluoromethyl)phenyl)carbamate ClC=1C=C(C=2N(N1)C(=CN2)C(C)C)N(C(OC(C)(C)C)=O)C2=CC(=CC=C2)C(F)(F)F